CC1=NC=CC(=C1)NC1=CC2=C(NC(=N2)C2=CC=C(C=C2)NC2=CC=NC3=CC=C(C=C23)N2CCOCC2)C=C1 N-(4-(5-((2-methylpyridin-4-yl)amino)-1H-benzo[d]imidazol-2-yl)phenyl)-6-morpholinylquinolin-4-amine